C1(CC1)C1=C(C(=NO1)C1=C(C=CC=C1Cl)Cl)COC=1N=CC(=NC1)C1(CC(C1)C1=CC(=CC=C1)S(=O)(=O)C)O 1-(5-((5-Cyclopropyl-3-(2,6-dichlorophenyl)isoxazol-4-yl)methoxy)pyrazin-2-yl)-3-(3-(Methylsulfonyl)phenyl)cyclobutanol